6-chloro-5-methoxy-nicotinic acid ClC1=NC=C(C(=O)O)C=C1OC